N-methyl-7-(1H-pyrazol-3-yl)-N-(2,2,6,6-tetramethylpiperidin-4-yl)-4H-chromeno[3,4-d]thiazol-2-amine CN(C=1SC2=C(N1)COC=1C=C(C=CC12)C1=NNC=C1)C1CC(NC(C1)(C)C)(C)C